FC(C1=CC=C(C=N1)C1=CC(NC=N1)=O)(F)F 6-[6-(trifluoromethyl)pyridin-3-yl]pyrimidin-4(3H)-one